N'-cyclohexyl-N,N-dimethyl-formamidine C1(CCCCC1)N=CN(C)C